(S)-3-methoxy-N-(6-(5-methyl-6,7-dihydro-5H-pyrrolo[2,1-c][1,2,4]triazol-3-yl)pyridin-2-yl)-1-(5-(trifluoromethyl)pyridin-2-yl)-1H-pyrazole-4-carboxamide COC1=NN(C=C1C(=O)NC1=NC(=CC=C1)C=1N2C(=NN1)CC[C@@H]2C)C2=NC=C(C=C2)C(F)(F)F